7-amino-N-{2-[3-amino-2-(difluoromethyl)pyrrolidin-1-yl]-5,6,7,8-tetrahydroquinolin-6-yl}-3-methylthieno[2,3-b]pyrazine-6-carboxamide NC1=C(SC2=NC(=CN=C21)C)C(=O)NC2CC=1C=CC(=NC1CC2)N2C(C(CC2)N)C(F)F